O.P(=O)([O-])([O-])O.[Na+].[Na+] disodium phosphate hydrate